N'-Cbz-D-ornithine C(=O)(OCC1=CC=CC=C1)NCCC[C@@H](N)C(=O)O